2-phenyl-6-((tetrahydro-2H-pyran-4-yl)amino)pyrimidine-4-carboxylic acid C1(=CC=CC=C1)C1=NC(=CC(=N1)C(=O)O)NC1CCOCC1